ClC=1C=NC(=NC1)N[C@H]1CN(CC1)C(=O)C1=CC=C2CCN(C2=C1)C(C=C)=O (R)-1-(6-(3-((5-chloropyrimidin-2-yl)amino)pyrrolidine-1-carbonyl)indolin-1-yl)prop-2-en-1-one